6-(4-hydroxyphenyl)-2-naphthol OC1=CC=C(C=C1)C=1C=C2C=CC(=CC2=CC1)O